2-(1H-indol-3-yl)-N,N-dimethylacetamide N1C=C(C2=CC=CC=C12)CC(=O)N(C)C